(1R)-3-[m-(2-Morpholinoethoxy)phenyl]dispiro[cyclohexane-1,3'-[1,2,4]trioxolane-5',2''-tricyclo[3.3.1.13,7]decane] O1CCN(CC1)CCOC=1C=C(C=CC1)C1C[C@]2(OOC3(C4CC5CC(CC3C5)C4)O2)CCC1